CC1(O[C@@H](CN(C1)C1=C(C(=O)NC2=CC(=NC=C2)S(N)(=O)=O)C=C(C=N1)C(F)(F)F)C(F)(F)F)C |o1:3| (S or R)-2-(2,2-dimethyl-6-(trifluoromethyl)-morpholino)-N-(2-sulfamoylpyridin-4-yl)-5-(trifluoromethyl)nicotinamide